C12CN(CC(C1)C2)C=2C1=C(N=C(N2)OC([2H])([2H])[C@]23CCCN3C[C@@H](C2)F)C(=C(N=C1)C1=CC(=CC2=CC=C(C(=C12)C#C)F)O)F 4-[4-(3-azabicyclo[3.1.1]heptan-3-yl)-8-fluoro-2-({[(2R,7aS)-2-fluorotetrahydro-1H-pyrrolizin-7a(5H)-yl](2H2)methyl}oxy)pyrido[4,3-d]pyrimidin-7-yl]-5-ethynyl-6-fluoronaphthalen-2-ol